(R)-2-methyl-2-(3,7,12,15-tetraoxo-1-oxa-11-thia-4,8-diazacyclopentadecan-2-yl)propyl acetate C(C)(=O)OCC(C)([C@H]1OC(CCC(SCCNC(CCNC1=O)=O)=O)=O)C